CCCCCl 1-methyl-3-propyl chloride